C(C)[C@@H]1N(C[C@H](N(C1)C(C)C1=CC=C2C(=N1)SC(=N2)C)CC)C=2C=1C(N(C(C2)=O)C([2H])([2H])[2H])=CN(N1)CC#N 2-(7-((2S,5R)-2,5-diethyl-4-(1-(2-methylthiazolo[5,4-b]pyridin-5-yl)ethyl)piperazin-1-yl)-4-(methyl-d3)-5-oxo-4,5-dihydro-2H-pyrazolo[4,3-b]pyridin-2-yl)acetonitrile